[Cu+2].[OH-].[OH-] hydroxide copper (II)